C(C(C)C)C1=CC=C(C=C1)C(=O)C1=C(C(=C(C=C1)O)C)O (4-isobutylphenyl)(2,4-dihydroxy-3-methylphenyl)methanone